C=1N=CN2C1C1=CC=CC=C1[C@H]2[C@H]2[C@@H](C=1C=CN=CC1CC2)O (5S,6S)-6-((R)-5H-imidazo[5,1-a]isoindol-5-yl)-5,6,7,8-tetrahydroisoquinolin-5-ol